COC=1C=C2C(=CNC2=CC1C)C1=NC(=NC=C1)N 4-(5-methoxy-6-methyl-1H-indol-3-yl)pyrimidine-2-amine